S1C(=NCCC1)NC1=CC=C(C=C1)C(\C=C\C1=CC(=CC=C1)O)=O (E)-1-[4-(5,6-Dihydro-4H-1,3-thiazin-2-ylamino)phenyl]-3-(3-hydroxyphenyl)prop-2-en-1-one